CN[C@@H](CC1=CC(I)=C(C(I)=C1)O)C(=O)O methyl-diiodotyrosine